N-[3-(3-methyl-5-oxo-4H-pyrazol-1-yl)phenyl]sulfonylacetamide CC1=NN(C(C1)=O)C=1C=C(C=CC1)S(=O)(=O)NC(C)=O